CN(CCOC=1C=CC(=C(C(=O)N[C@H](C)C2=CC(=CC(=C2)C2=NN(C=C2)CC(F)(F)F)C=2C=NN(C2)CCOC)C1)C)C (R)-5-(2-(dimethylamino)ethoxy)-N-(1-(3-(1-(2-methoxyethyl)-1H-pyrazol-4-yl)-5-(1-(2,2,2-trifluoroethyl)-1H-pyrazol-3-yl)phenyl)ethyl)-2-methylbenzamide